1-imino-1λ6-thiomorpholine-1-oxide N=S1(CCNCC1)=O